(6-methoxybenzofuran-2-yl)bis(3-methoxyphenyl)methanol COC1=CC2=C(C=C(O2)C(O)(C2=CC(=CC=C2)OC)C2=CC(=CC=C2)OC)C=C1